4-Dimethylamino-4-Nitrostilbene CN(C1(CC=C(C=C1)C=CC1=CC=CC=C1)[N+](=O)[O-])C